FC(CN1C(=NC2=C1C=C(C=C2F)C2=CNC=1N=C(N=CC12)NC1CCC(CC1)(O)C)C)F (1s,4s)-4-((5-(1-(2,2-difluoroethyl)-4-fluoro-2-methyl-1H-benzo[d]imidazol-6-yl)-7H-pyrrolo[2,3-d]pyrimidin-2-yl)amino)-1-methylcyclohexan-1-ol